5-(2-Amino-[1,2,4]triazolo[1,5-a]pyridin-7-yl)-6-methylnicotinic acid, lithium salt [Li+].NC1=NN2C(C=C(C=C2)C=2C(=NC=C(C(=O)[O-])C2)C)=N1